(1S)-1-[3-[2-(trifluoromethyl)-4-pyridinyl]-1,2,4-oxadiazol-5-yl]Ethylamine FC(C1=NC=CC(=C1)C1=NOC(=N1)[C@H](C)N)(F)F